C(C)N1CCOCC(C1)NC(C)=O N-(4-Ethyl-1,4-Oxazepan-6-yl)Acetamide